N-phenyl-N-(4-(8-(9-phenyl-9H-carbazol-3-yl)dibenzo[b,d]thiophen-2-yl)phenyl)-[1,1'-biphenyl]-4-amine C1(=CC=CC=C1)N(C1=CC=C(C=C1)C1=CC=CC=C1)C1=CC=C(C=C1)C1=CC2=C(SC3=C2C=C(C=C3)C=3C=CC=2N(C4=CC=CC=C4C2C3)C3=CC=CC=C3)C=C1